C(=O)(O)C(CCCC1=CC=C(C=C1)OCC)N1CCN(CCN(CCN(CC1)CC(=O)[O-])CC(=O)[O-])CC(=O)[O-].[Gd+3] gadolinium 2,2',2''-{10-[1-carboxy-4-(4-ethoxyphenyl)butyl]-1,4,7,10-tetraazacyclododecane-1,4,7-triyl}triacetate